FC=1C=C(C=C(C1)F)[C@@H]1CC=NN1C(=O)N1CC(C1)OC1=CC(=NC=C1F)N1N=C(C(=C1C)C(=O)NC)C (S)-1-(4-((1-(5-(3,5-difluorophenyl)-4,5-dihydro-1H-pyrazole-1-carbonyl)azetidin-3-yl)oxy)-5-fluoropyridin-2-yl)-N,3,5-trimethyl-1H-pyrazole-4-carboxamide